COC1=CC2=C(C3(C(O2)(C(CC3O)C3=CC=CC=C3)C3=CC=C(C=C3)OC)O)C(=C1)OC 6,8-dimethoxy-3a-(4-methoxyphenyl)-3-phenyl-2,3,3a,8b-tetrahydro-1H-cyclopenta[b]benzofuran-1,8b-diol